BrC1=C(C=CC=C1C)[C@H]([C@H](C)O)C |r| rac-(2S,3R)-3-(2-bromo-3-methyl-phenyl)butan-2-ol